(S)-benzyl 5-((2-(benzyloxy)-2-oxoethyl)amino)-2-((tert-butoxycarbonyl)amino)-5-oxopentanoate C(C1=CC=CC=C1)OC(CNC(CC[C@@H](C(=O)OCC1=CC=CC=C1)NC(=O)OC(C)(C)C)=O)=O